CC1=C(C=C(C(=O)N2CCC(CC2)C2=C(C#N)C=CC=C2)C=C1)C=1OC(=NN1)C1=CC=NC=C1 (1-(4-methyl-3-(5-(pyridin-4-yl)-1,3,4-oxadiazol-2-yl)benzoyl)piperidin-4-yl)benzonitrile